5-(tert-butoxy)-5-oxopent-3-yn-2-yl benzoate C(C1=CC=CC=C1)(=O)OC(C)C#CC(=O)OC(C)(C)C